NC1=CC=C2C(=N1)C(=C(C(CC2=O)(C)C)O)O 2-amino-7,7-dimethyl-8,9-Dihydroxycyclohepta[4,3-b]pyridin-5(7H)-one